11-methyl-8,8a,9,10,11,12-hexahydro-7-oxa-1,3,6,12a-tetraazabenzo[4,5]cyclohepta[1,2,3-de]naphthalen-11-ol CC1(CCC2N(C=3C=4C(=NC=CC4N=CN3)OC2)C1)O